6-PROPYLTETRAHYDRO-2H-PYRAN C(CC)C1CCCCO1